4-methyl-3-(trifluoro-methyl)-1H-pyrazole-5-carbaldehyde CC=1C(=NNC1C=O)C(F)(F)F